[Si](C1=CC=CC=C1)(C1=CC=CC=C1)(C(C)(C)C)OCC(CO)C1=NC=CC=N1 3-((tert-butyldiphenylsilyl)oxy)-2-(pyrimidin-2-yl)propan-1-ol